FC(C(=O)C=1CN2CCCC3=C2C(C1)=CC=C3)(F)F 6,7-dihydro-2-(2,2,2-trifluoroethan-1-one-1-yl)-3H,5H-benzo[ij]quinolizin